4-Methyl-2-pentylpyridin CC1=CC(=NC=C1)CCCCC